FC1(CC(C1)N1C(=NC2=NC=C(C=C21)C=2C=CN1N=C(N=CC12)NC1CCC(CC1)NC)C)F N1-(5-(1-(3,3-difluorocyclobutyl)-2-methyl-1H-imidazo[4,5-b]pyridin-6-yl)pyrrolo[2,1-f][1,2,4]triazin-2-yl)-N4-methylcyclohexane-1,4-diamine